FC1(CCN(CC1)C)C1=CC(=C(C=C1)C1=NNC(=C1)NC=1N=CC(=NC1)C#N)OC 5-[[3-[4-(4-fluoro-1-methyl-4-piperidyl)-2-methoxy-phenyl]-1H-pyrazol-5-yl]amino]pyrazine-2-carbonitrile